C1(=CC=CC=C1)[C@H](C)NC1=CC(N(C(N1)=O)C1=NC=CC=C1)=O (S)-6-((1-phenylethyl)amino)-3-(pyridin-2-yl)pyrimidine-2,4(1h,3h)-dione